ClC=1C=C(OC(C(=O)NC)(F)F)C=C(C1CC1=CC(=C(C=C1)O)C(C)C)Cl 2-(3,5-dichloro-4-(4-hydroxy-3-isopropylbenzyl)phenoxy)-2,2-difluoro-N-methylacetamide